((4-isopropylphenyl)amino)-5-(1H-pyrazol-1-yl)-4H-benzo[e][1,2,4]thiadiazine 1,1-dioxide C(C)(C)C1=CC=C(C=C1)NC1=NS(C2=C(N1)C(=CC=C2)N2N=CC=C2)(=O)=O